NC(C(CCC(=O)[O-])N1C(C2=CC(=C(C(=C2C1)F)Br)F)=O)=O 5-amino-4-(5-bromo-4,6-difluoro-1-oxoisoindolin-2-yl)-5-oxopentanoate